C1=CC=CC=2C3=CC=CC=C3N(C12)C1=C(C#N)C(=C(C(=C1C#N)N1C2=CC=CC=C2C=2C=CC=CC12)N1C2=CC=CC=C2C=2C=CC=CC12)N1C2=CC=CC=C2C=2C=CC=CC12 2,4,5,6-tetrakis(9-carbazolyl)-isophthalonitrile